NC=1N=NC(=CC1C1=CC=C(C=C1)N1CCN(CC1)CCC(=O)O)C1=C(C=CC=C1)O 3-(4-(4-(3-amino-6-(2-hydroxyphenyl)pyridazin-4-yl)phenyl)piperazin-1-yl)propanoic acid